(4-(2-chloro-5-fluorophenyl)-2-oxo-2,3,4,7-tetrahydro-1H-pyrrolo[2,3-d]pyrimidin-5-yl)-3-fluoro-5-(trifluoromethyl)benzamide ClC1=C(C=C(C=C1)F)C1C2=C(NC(N1)=O)NC=C2C2=C(C(=O)N)C=C(C=C2F)C(F)(F)F